N-(4-(3-Amino-1H-pyrazolo[3,4-b]pyridin-4-yl)-2-((4-fluorophenyl)methoxy)phenyl)-2,2,2-trifluoroethane-1-sulfonamide NC1=NNC2=NC=CC(=C21)C2=CC(=C(C=C2)NS(=O)(=O)CC(F)(F)F)OCC2=CC=C(C=C2)F